1,4-bis(isocyanatomethyl)-2,5-xylene N(=C=O)CC1=C(C=C(C(=C1)C)CN=C=O)C